C(C)S(=O)(=O)ON(CCCCNC(C(=C)C)=O)C ((3-methacrylamidopropyl) dimethylamino) ethane-1-sulphonate